benzyl (2S*,3R*)-2-benzyl-3-(difluoromethoxy)pyrrolidine-1-carboxylate C(C1=CC=CC=C1)[C@@H]1N(CC[C@H]1OC(F)F)C(=O)OCC1=CC=CC=C1 |o1:7,11|